N-(tert-butyl)-2-((2-(4-(methoxymethyl)pyridin-2-yl)-6,7-dihydro-5H-cyclopenta[d]pyrimidin-4-yl)(methyl)amino)acetamide C(C)(C)(C)NC(CN(C)C=1C2=C(N=C(N1)C1=NC=CC(=C1)COC)CCC2)=O